NCC=1C(=CC(=NC1)C1=CC=C(C=C1)F)C1=CC(N(C=C1)C)=O 5'-(aminomethyl)-2'-(4-fluorophenyl)-1-methyl-[4,4'-bipyridin]-2(1H)-one